4-(1,1-dimethylethyl)-N-(2,6-dioxo-3-piperidinyl)-benzamide CC(C)(C)C1=CC=C(C(=O)NC2C(NC(CC2)=O)=O)C=C1